C(C)S(=O)(=O)C=1C(=NN(C1OC)C)C1=NC2=C(C=NC(=C2)C(F)(F)F)N1C 2-(4-(ethylsulfonyl)-5-methoxy-1-methyl-1H-pyrazol-3-yl)-3-methyl-6-(trifluoromethyl)-3H-imidazo[4,5-c]pyridine